C(C(=C)C)(=O)OC12CC3(CC(CC(C1)C3)(C2)O)O 3,5-dihydroxyadamantan-1-yl methacrylate